C(C)(C)(C)C=1C=CC=CC1 5-tert-butylbenzene